(2S,4R)-4-(2-((1R,3R)-3-((((9H-fluoren-9-yl)methoxy)carbonyl)(methyl)-amino)-1-ethoxy-4-methylpentyl)thiazole-4-carboxamido)-2-methyl-5-phenyl-pentanoic acid C1=CC=CC=2C3=CC=CC=C3C(C12)COC(=O)N([C@H](C[C@@H](OCC)C=1SC=C(N1)C(=O)N[C@H](C[C@@H](C(=O)O)C)CC1=CC=CC=C1)C(C)C)C